ClC1=CC2=C(N=CN=C2NC2=CC(=C(C=C2)OC2=CC3=C(N(N=N3)C)C=C2)C)C=N1 6-chloro-N-{3-methyl-4-[(1-methyl-1,2,3-benzotriazol-5-yl)oxy]phenyl}pyrido[3,4-d]pyrimidin-4-amine